C1(=CC=CC=C1)C1=NC2=CC=C(C=C2C=C1C1=CC=CC=C1)NC(=O)NC=1C=NN(C1)C 1-(2,3-diphenylquinolin-6-yl)-3-(1-methyl-1H-pyrazol-4-yl)urea